N-(4-fluorobenzyl)-4,5-dihydroisoxazole-5-carboxamide FC1=CC=C(CNC(=O)C2CC=NO2)C=C1